CC1=CC=CC(=N1)C=1N=CC=2OCCN(C2N1)C1=C2C(=NC=C1)NC=C2 (1s)-2-(6-methylpyridin-2-yl)-8-(1H-pyrrolo[2,3-b]pyridin-4-yl)-7,8-dihydro-6H-pyrimido[5,4-b][1,4]oxazine